C(C)(C)(C)CNC1=CC(=CC=C1)C(F)(F)F ((tert-butyl)methyl)-3-(trifluoromethyl)aniline